COC(=O)C=1N=CN(C1)[C@H](CC1=CC=CC=C1)C 1-[(2S)-1-phenylpropan-2-yl]-1H-imidazole-4-carboxylic acid methyl ester